(S)-4-ethoxy-6-(1-(7-(2-(ethyl(methyl)amino)ethyl)-5-(1-(2-hydroxyethyl)-3-methyl-1H-pyrazol-4-yl)-1-oxo-3,4-dihydroisoquinolin-2(1H)-yl)ethyl)nicotinonitrile C(C)OC1=CC(=NC=C1C#N)[C@H](C)N1C(C2=CC(=CC(=C2CC1)C=1C(=NN(C1)CCO)C)CCN(C)CC)=O